Cl.CC1=C(C=C(C(=O)NC2=CC(=CC(=C2)C(F)(F)F)N2C=NC(=C2)C)C=C1)NC1=NC=CC(=N1)C=1C=NC=CC1 4-methyl-N-[3-(4-methyl-1H-imidazol-1-yl)-5-(trifluoromethyl)phenyl]-3-[[4-(3-pyridinyl)-2-pyrimidinyl]amino]-benzamide hydrochloride